2,3-dioleoyl-propyl-trimethylamine C(CCCCCCC\C=C/CCCCCCCC)(=O)C(CCN(C)C)CC(CCCCCCC\C=C/CCCCCCCC)=O